C(C)(C)(C)C1=NN2C(N=C(C3=CC=CC=C23)NC2=CC(=NN2C)C(C)(C)C)=C1 (tert-butyl)-N-(3-(tert-butyl)-1-methyl-1H-pyrazol-5-yl)pyrazolo[1,5-a]quinazolin-5-amine